D-galactopyranosyl-D-fructose C1([C@H](O)[C@@H](O)[C@@H](O)[C@H](O1)CO)C(O)C(=O)[C@@H](O)[C@H](O)[C@H](O)CO